[Cl-].[Cl-].C[SiH](C=1C(C2=CC=CC=C2C1)[Zr](C1C(=CC2=CC=CC=C12)C)(C1C(=CC2=CC=CC=C12)C)C1C(=CC2=CC=CC=C12)[SiH](C)C)C bis(2-dimethylsilyl-indenyl)bis(2-methyl-indenyl)zirconium dichloride